4-bromo-3-methoxy-N-(5-(5-methyl-1H-pyrazol-1-yl)-1,3,4-thiadiazol-2-yl)-2-oxo-2H-pyran-6-carboxamide BrC1=C(C(OC(=C1)C(=O)NC=1SC(=NN1)N1N=CC=C1C)=O)OC